FC1=C(OCCCC(C(=O)N2CCN(CC2)S(=O)(=O)C2=CC=C(C=C2)OC(F)(F)F)(C)C)C=CC(=C1F)C 5-(2,3-difluoro-4-methylphenoxy)-2,2-dimethyl-1-(4-((4-(trifluoromethoxy)phenyl)sulfonyl)piperazin-1-yl)pentan-1-one